[Si](C)(C)(C(C)(C)C)OC1CC=C(CC1)C1=CC=C2C(=N1)N(C(=N2)NC(C)=O)CC2=CC=C(C=C2)OC N-(5-(4-(tert-butyldimethylsilyloxy)cyclohex-1-en-1-yl)-3-(4-methoxybenzyl)-3H-imidazo[4,5-b]pyridin-2-yl)acetamide